5-benzoyl-8-fluoro-1,3-dimethyl-1,3,4,5-tetrahydro-2H-benzazepin-2-one C(C1=CC=CC=C1)(=O)C1CC(C(N(C2=C1C=CC(=C2)F)C)=O)C